2-(hydroxymethyl)benzyl-1,2,4-oxadiazole-5-carboxamide OCC1=C(CC2=NOC(=N2)C(=O)N)C=CC=C1